ClC=1C(=C(C=C(C1)F)C1=CC=C(C=C1)N1N=NN(C1=O)C)OC chloro-5-fluoro-2-methoxy-4'-(4-methyl-5-oxo-4,5-dihydro-1H-tetrazol-1-yl)-[1,1'-biphenyl]